COC=1C=C(CN2C(N(C3=CC=C(C=C3C2=O)CNC(=O)N)C2CCOCC2)=O)C=CC1OC 1-{[3-(3,4-dimethoxybenzyl)-2,4-dioxo-1-(tetrahydro-2H-pyran-4-yl)-1,2,3,4-tetrahydroquinazolin-6-yl]methyl}urea